bis(naphthalene-1-yl)-N,N'-diphenyl-benzidine C1(=CC=CC2=CC=CC=C12)N(C1=CC=C(C2=CC=C(N(C3=CC=CC=C3)C3=CC=CC4=CC=CC=C34)C=C2)C=C1)C1=CC=CC=C1